BrC=1C=C(C=C(C1)S(=O)(=O)C)O 3-bromo-5-(methylsulfonyl)phenol